ClC=1C=C(C=C2C(=CC(NC12)=O)N[C@H](C(=O)/N=C/N(C)C)C)C(F)(F)F (NE,2S)-2-[[8-chloro-2-oxo-6-(trifluoromethyl)-1H-quinolin-4-yl]amino]-N-(dimethylaminomethylene)propanamide